N-(3-Fluorophenyl)-6-morpholin-4-yl-N1-p-tolyl-[1,3,5]triazine-2,4-diamine hydrochloride Cl.FC=1C=C(C=CC1)NC1N(C(=NC(=N1)N)N1CCOCC1)C1=CC=C(C=C1)C